OCC1=CC(=C(O1)C=O)C1=CC(=CC=C1)C 5-hydroxymethyl-3-(3-methylphenyl)-2-furaldehyde